FC1(CC(C1)NC1=NC(=NC(=N1)NC(C)C)C1=C(C(C(CC1)F)=O)F)F 3-(4-((3,3-difluorocyclobutyl)amino)-6-(isopropylamino)-1,3,5-triazin-2-yl)-2,6-difluorocyclohex-2-en-1-one